2,2-dimethyl-4-oxo-3,8,11,14-tetraoxa-5-aza-heptadecane-17-oic acid CC(C)(OC(NCCOCCOCCOCCC(=O)O)=O)C